ClC1=C(C=CC(=C1NC=1C(=C2C(N(C=NC2=CC1)C)=O)C)F)NS(=O)(=O)N1CC(C1)F N-(2-chloro-3-((3,5-dimethyl-4-oxo-3,4-dihydroquinazolin-6-yl)amino)-4-fluorophenyl)-3-fluoroazetidine-1-sulfonamide